C(C)(C)(C)C1=CC2=C(OPOC3=C2C=C(C=C3C(C)(C)C)C(C)(C)C)C(=C1)C(C)(C)C 2,4,8,10-tetra-t-butyldibenz[d,f][1,3,2]dioxaphosphepine